methyl pipecolinate N1C(CCCC1)C(=O)OC